CN[C@H](CCCNC(N)=N)C(=O)O d-N-methyl-arginine